C(C)OC(=O)C1=C(N(C2=CC=C(C=C12)OC)C=1C=NN(C1)CCC)C1CC1 2-cyclopropyl-5-methoxy-1-(1-propyl-1H-pyrazol-4-yl)-1H-indole-3-carboxylic acid ethyl ester